C(C)OC1=NC=CC=C1C1=C(C=C2C(=N1)C(=NN2C(C)C)C)C 5-(2-ethoxy-3-pyridinyl)-1-isopropyl-3,6-dimethyl-pyrazolo[4,3-b]pyridine